ClC1=C2C(=CN=C1Cl)C=1[C@@H](N(CCC1N2)C(=O)C2=NC=C(C=N2)OC)C (S)-(6,7-dichloro-1-methyl-1,3,4,5-tetrahydro-2H-pyrrolo[3,2-c:4,5-c']dipyridin-2-yl)(5-methoxypyrimidin-2-yl)methanone